COC(=O)C1=CC2=C(N=C(S2)C2CCN(CC2)CC=2C(=NOC2C(C)C)C2=C(C=CC=C2Cl)Cl)C(=C1)OC 2-(1-((3-(2,6-dichlorophenyl)-5-isopropylisoxazol-4-yl)methyl)piperidin-4-yl)-4-methoxybenzo[d]Thiazole-6-carboxylic acid methyl ester